(3S,4S,5S)-5-[(4S)-2,2-dimethyl-1,3-dioxolan-4-yl]-4-(1-propen-1-yl)tetrahydro-3-furanol CC1(OC[C@H](O1)[C@@H]1[C@H]([C@@H](CO1)O)C=CC)C